N-((3-fluoropyridin-2-yl)methyl)-3-(hydroxymethyl)-2-((4-methoxybenzyl)amino)-N-((5-(trifluoromethyl)pyridin-2-yl)methyl)quinoline-6-carboxamide FC=1C(=NC=CC1)CN(C(=O)C=1C=C2C=C(C(=NC2=CC1)NCC1=CC=C(C=C1)OC)CO)CC1=NC=C(C=C1)C(F)(F)F